1-(1-(tert-butyl)-3-nitro-1H-pyrazol-5-yl)-2-(oxiran-2-yl)ethan-1-ol C(C)(C)(C)N1N=C(C=C1C(CC1OC1)O)[N+](=O)[O-]